ClC1=C(C(=C(C=C1OC)OC)Cl)C1=NC(=C2C=C(N=CC2=C1)NC1=C(C=CC=C1C)NC(C=C)=O)NCC1CN(C1)C N-(2-((7-(2,6-dichloro-3,5-dimethoxyphenyl)-5-(((1-methylazetidin-3-yl)methyl)amino)-2,6-naphthyridin-3-yl)amino)-3-methylphenyl)acrylamide